ClC1=C(C=CC(=C1)C)C=1CCCC2=C(C1C1=CC=C(C=C1)O[C@@H]1CN(CC1)CCCF)C=CC(=C2)C#N (S)-8-(2-Chloro-4-methylphenyl)-9-(4-((1-(3-fluoropropyl)pyrrolidin-3-yl)oxy)phenyl)-6,7-dihydro-5H-benzo[7]annulen-3-carbonitril